(1-cyclopentylpiperidin-4-yl)-6-morpholinopyrimidin-4-amine C1(CCCC1)N1CCC(CC1)C1=NC(=CC(=N1)N)N1CCOCC1